8-(2,3-dichlorophenyl)-N-[(4S)-3,4-dihydro-2H-1-benzopyran-4-yl]-5-methoxy-4-(morpholin-4-yl)-1,6-naphthyridine-3-carboxamide ClC1=C(C=CC=C1Cl)C=1C=NC(=C2C(=C(C=NC12)C(=O)N[C@H]1CCOC2=C1C=CC=C2)N2CCOCC2)OC